trans-3-methoxy-1-propenylboronic acid pinacol ester COC/C=C/B1OC(C)(C)C(C)(C)O1